E-12-pentadecyl acetate C(C)(=O)OC(CCCCCCCCCCC)CCC